N1([C@@H](CCCC1)C(=O)OCCCC1=CC=CC=C1)C(=O)OCC1=CC=CC=C1 1-benzyl 2-(3-phenylpropyl) (S)-piperidine-1,2-dicarboxylate